CC=1N=C(SC1C)NC(=O)C=1C(=C(C=CC1)NCCOCCOCCOCCC(=O)O)C 3-(2-(2-(2-((3-((4,5-Dimethylthiazol-2-yl)carbamoyl)-2-methylphenyl)amino)ethoxy)ethoxy)ethoxy)propanoic acid